tert-Butyl 4-(4-oxa-7-azaspiro[2.5]octan-5-yl)piperidine-1-carboxylate acetate C(C)(=O)O.C1CC12OC(CNC2)C2CCN(CC2)C(=O)OC(C)(C)C